C(C)(C)(C)OC(=O)NC12CC(C1)(C2)CCS(=O)(=O)[O-] [3-(tert-butoxycarbonylamino)-1-bicyclo[1.1.1]pentanyl]methylmethanesulfonate